C(CCCCCCCCCCC(CCCCCC)O)O 1,12-Octadecanediol